OC1=C(C(=NN1C1=NC=C(C=C1)S(=O)(=O)C1=CC=CC=C1)C)C1=CC=C(C#N)C=C1 4-(5-hydroxy-3-methyl-1-(5-(benzenesulfonyl)pyridin-2-yl)-1H-pyrazol-4-yl)benzonitrile